(l)-4-chloro-2-methyl-quinazoline ClC1=NC(=NC2=CC=CC=C12)C